C(C)(C)(C)OC(NC1=CC(=C(C=C1)Br)SC(C)C)=O N-(4-bromo-3-isopropylsulfanyl-phenyl)carbamic acid tert-butyl ester